Ethyl (5-(3-((4-oxo-3,4-dihydrophthalazin-1-yl)methyl)phenyl)-1H-benzoimidazol-2-yl)carbamate O=C1NN=C(C2=CC=CC=C12)CC=1C=C(C=CC1)C1=CC2=C(NC(=N2)NC(OCC)=O)C=C1